(E)-2-methyl-N-(4-nitrobenzylidene)propan-2-amine CC(C)(C)/N=C/C1=CC=C(C=C1)[N+](=O)[O-]